C1(C=2C(C(N1NCCC(=O)O)=O)=CC=CC2)=O phthalimidobeta-alanine